phenyl (6-ethyl-5-methylpyridin-3-yl)carbamate C(C)C1=C(C=C(C=N1)NC(OC1=CC=CC=C1)=O)C